ethyl 2-(2-(5-(4-methoxybenzyl)-4-oxo-3-(trifluoromethyl)-4,5-dihydro-1H-pyrazolo[3,4-d]pyridazin-1-yl)ethoxy)acetate COC1=CC=C(CN2N=CC3=C(C2=O)C(=NN3CCOCC(=O)OCC)C(F)(F)F)C=C1